C(#N)C(C(=O)NC(=O)OCC)=NN 2-(1-cyano-2-((ethoxycarbonyl)amino)-2-oxoethylidene)hydrazine